C(C)(=O)C1=C(C=C(C=C1)Cl)C=1C=NN(C(C1)=O)[C@H](C(=O)NC1=CC=C(C(=O)OC(C)(C)C)C=C1)CC1=CC=CC=C1 tert-butyl (S)-4-(2-(4-(2-acetyl-5-chlorophenyl)-6-oxopyridazin-1(6H)-yl)-3-phenylpropanamido)benzoate